4-(1-((5-methoxy-7-methyl-1H-indol-4-yl)methyl)-4-(2-oxopyrrolidin-1-yl)piperidin-2-yl)benzoic acid COC=1C(=C2C=CNC2=C(C1)C)CN1C(CC(CC1)N1C(CCC1)=O)C1=CC=C(C(=O)O)C=C1